C(CCCCCCCCCCCCCCCCC)(=O)OCCN(C)C N-(stearoyl-oxy-ethyl)-N,N-dimethyl-amine